COC(=O)[C@@]1(CN(CCC1=C(F)F)CC)C (S)-4-(difluoromethylene)-1-ethyl-3-methylpiperidine-3-carboxylic acid methyl ester